N-((2R,3R,4S,5R,6R)-4-(4-(3-fluorophenyl)-1H-1,2,3-triazol-1-yl)-3,5-dihydroxy-6-(hydroxymethyl)tetrahydro-2H-pyran-2-yl)-N-methyl-2-naphthamide FC=1C=C(C=CC1)C=1N=NN(C1)[C@@H]1[C@H]([C@@H](O[C@@H]([C@@H]1O)CO)N(C(=O)C1=CC2=CC=CC=C2C=C1)C)O